(R)-3-(6-chloro-2-((4-hydroxytetrahydro-tert-butyl 2H-pyran-4-yl)methyl)-1,2,3,4-tetrahydroisoquinolin-8-yl)morpholine-4-carboxylate ClC=1C=C2CCN(CC2=C(C1)[C@H]1N(CCOC1)C(=O)[O-])CC1(CC(OCC1)C(C)(C)C)O